NC(CNC(=O)C1=NC(=CN=C1)C=1NC=2CC(CCC2C1C)(C)C)(C)C N-(2-Amino-2-methylpropyl)-6-(3,6,6-trimethyl-4,5,6,7-tetrahydro-1H-indol-2-yl)pyrazine-2-carboxamide